5-[4-(1H-tetrazol-5-yl)phenyl]-1H-naphtho[1,2-b][1,4]diazepine-2,4(3H,5h)-dione N1N=NN=C1C1=CC=C(C=C1)N1C2=C(NC(CC1=O)=O)C1=CC=CC=C1C=C2